chloro-1-[6-(dimethyl-amino)pyridin-3-yl]-4-oxoquinoline-3-carboxylic acid ClC=1N(C2=CC=CC=C2C(C1C(=O)O)=O)C=1C=NC(=CC1)N(C)C